FC1C(CC(=CC1=O)NC1=NC=CC=C1I)(C)C 6-fluoro-3-((3-iodopyridin-2-yl)amino)-5,5-dimethylcyclohex-2-en-1-one